2-(2-amino-6-((4-aminophenyl)amino)-8-phenyl-9H-purin-9-yl)-N-(1-ethyl-3-methyl-1H-pyrazol-5-yl)acetamide NC1=NC(=C2N=C(N(C2=N1)CC(=O)NC1=CC(=NN1CC)C)C1=CC=CC=C1)NC1=CC=C(C=C1)N